OC1(CC1)C=1NC(=NN1)C1CC2(CN(C2)C(=O)N2CC(C2)C2=CC=C(C=C2)OC(C(F)(F)F)(C)C)C1 [6-[5-(1-hydroxycyclopropyl)-4H-1,2,4-triazol-3-yl]-2-azaspiro[3.3]heptan-2-yl]-[3-[4-(2,2,2-trifluoro-1,1-dimethyl-ethoxy)phenyl]azetidin-1-yl]methanone